methyl-bistetradecyl-[3-(dimethoxysilyl)propyl]ammonium chloride [Cl-].C[N+](CCC[SiH](OC)OC)(CCCCCCCCCCCCCC)CCCCCCCCCCCCCC